C(C)(C)(C)N1CCC(CC1)N1N=NC(=C1)[C@H](C1=CC=C2CCNC2=C1)NC=1C=C2C(=C(C=NC2=C(C1)Cl)C#N)NC1=CC(=C(C=C1)F)Cl (S)-6-(((1-(1-(tert-butyl)piperidin-4-yl)-1H-1,2,3-triazol-4-yl)(indolin-6-yl)methyl)amino)-8-chloro-4-((3-chloro-4-fluorophenyl)amino)quinoline-3-carbonitrile